3,3-Bis(4-hydroxy-2-methyl-5-propan-2-ylphenyl)-2-benzofuran-1-one OC1=CC(=C(C=C1C(C)C)C1(OC(C2=C1C=CC=C2)=O)C2=C(C=C(C(=C2)C(C)C)O)C)C